(5-((5-fluoro-2-oxoindol-3-ylidene)methyl)-4-methyl-1H-pyrrol-3-yl)propanamide FC=1C=C2C(C(NC2=CC1)=O)=CC1=C(C(=CN1)C(C(=O)N)C)C